1,3-dimethylbenzoimidazole CN1CN(C2=C1C=CC=C2)C